(E)-4,4'-(6-(2-(4-(trifluoromethyl)benzylidene)hydrazinyl)-1,3,5-triazine-2,4-diyl)dimorpholine FC(C1=CC=C(\C=N\NC2=NC(=NC(=N2)N2CCOCC2)N2CCOCC2)C=C1)(F)F